FC1C(C1)C(=O)NC=1SC2=C(N1)C=CC(=C2)C2=C1C=NNC1=C(C(=C2C)F)OC 2-fluoro-N-(6-(6-fluoro-7-methoxy-5-methyl-1H-indazol-4-yl)benzo[d]thiazol-2-yl)cyclopropanecarboxamide